2-(1-(7-(2-amino-7-fluorobenzo[d]thiazol-4-yl)-8-fluoro-2-(((2R,7aS)-2-fluorotetrahydro-1H-pyrrolizin-7a(5H)-yl)methoxy)-6-(trifluoromethyl)quinazolin-4-yl)piperidin-4-yl)acetonitrile NC=1SC2=C(N1)C(=CC=C2F)C2=C(C=C1C(=NC(=NC1=C2F)OC[C@]21CCCN1C[C@@H](C2)F)N2CCC(CC2)CC#N)C(F)(F)F